dibenzyl (2-((6-(5-((2-fluoro-5-(trifluoromethoxy)benzyl)carbamoyl)-2,6-dimethylpyridin-3-yl)imidazo[1,2-b]pyridazin-2-yl)amino)-2-oxoethyl) phosphate P(=O)(OCC1=CC=CC=C1)(OCC1=CC=CC=C1)OCC(=O)NC=1N=C2N(N=C(C=C2)C=2C(=NC(=C(C2)C(NCC2=C(C=CC(=C2)OC(F)(F)F)F)=O)C)C)C1